6-(Cyclopropanecarboxamido)-4-((1-ethyl-4-oxo-5-(2,2,2-trifluoroethyl)-4,5-dihydro-1H-pyrazolo[4,3-c]pyridin-3-yl)amino)-N-(methyl-d3)nicotinamide C1(CC1)C(=O)NC1=NC=C(C(=O)NC([2H])([2H])[2H])C(=C1)NC1=NN(C2=C1C(N(C=C2)CC(F)(F)F)=O)CC